C1(=CC=CC=C1)C1(NSC=CC1)C(F)(F)F 3-phenyl-3-(trifluoromethyl)-3H-thiazine